BrC=1C=CC(=C2C=C(N=CC12)Cl)I 8-Bromo-3-chloro-5-iodo-isoquinoline